fluoride vanadium [V+5].[F-].[F-].[F-].[F-].[F-]